CO[C@@H]1CNCCC1 (3S)-3-methoxypiperidin